C(C)(C)NC(O[C@H]1C[C@H](CC1)C1=CC(=NN1)NC(=O)C1=CC(=NN1C)C1=C(C(=CC(=C1)COC)OCC1=CC=CC=C1)C1OCCO1)=O (1R,3S)-3-(3-(3-(3-(benzyloxy)-2-(1,3-dioxolan-2-yl)-5-(methoxymethyl) phenyl)-1-methyl-1H-pyrazole-5-carboxamido)-1H-pyrazol-5-yl)cyclopentyl isopropyl-carbamate